α-D-mannose trichloroacetimidate ClC(C(O)=N)(Cl)Cl.O[C@@H]1[C@@H](O)[C@@H](O)[C@H](O)[C@H](O1)CO